(3-(2-aminoquinazolin-6-yl)-5-fluorophenyl)-2,5-dichlorobenzenesulfonamide NC1=NC2=CC=C(C=C2C=N1)C=1C=C(C=C(C1)F)C=1C(=C(C=C(C1)Cl)S(=O)(=O)N)Cl